OC1=C(C=CC=C1)C1=CC2=C(N=N1)C=C(N2C2[C@@H]1CN(C[C@H]21)C(=O)OC(C)(C)C)C tert-butyl (1R,5S,6S)-6-[3-(2-hydroxyphenyl)-6-methylpyrrolo[3,2-c]pyridazin-5-yl]-3-azabicyclo[3.1.0]hexane-3-carboxylate